2-bromo-6-chloro-3-(difluoromethyl)pyridine BrC1=NC(=CC=C1C(F)F)Cl